COC1=CC(N(C=C1)C=1SC=C(N1)CC(=O)NCC(=O)OCC)=O ethyl (2-(2-(4-methoxy-2-oxopyridin-1(2H)-yl)thiazol-4-yl)acetyl)glycinate